ClC=1C=CC(=C(C1)C1=NN(C=C1NC(=O)C=1C=NN2C1N=CC=C2)CC(=O)N2CC(CCC2)CO)OC N-(3-(5-chloro-2-methoxyphenyl)-1-(2-(3-(hydroxymethyl)piperidin-1-yl)-2-oxoethyl)-1H-pyrazol-4-yl)pyrazolo[1,5-a]pyrimidine-3-carboxamide